4-(methylsulfonyl)octahydropyrrolo[3,4-b][1,4]oxazine CS(=O)(=O)N1C2C(OCC1)CNC2